COCCCNC(=O)C1=NC=CN=C1 N-(3-methoxypropyl)pyrazine-2-carboxamide